N-(3',5-difluoro-4'-methylbiphenyl-2-yl)-3-trifluoromethyl-1-methyl-1H-pyrazole-4-carboxamide FC=1C=C(C=CC1C)C1=C(C=CC(=C1)F)NC(=O)C=1C(=NN(C1)C)C(F)(F)F